3-(7-morpholino-2-(pyridin-4-yl)pyrazolo[1,5-a]pyrimidin-5-yl)-1-phenyl-1H-pyrazol-5-ol O1CCN(CC1)C1=CC(=NC=2N1N=C(C2)C2=CC=NC=C2)C2=NN(C(=C2)O)C2=CC=CC=C2